C1(=C(C=CC=C1)N(C1N(C=CC=N1)CCCCCCC(=O)NO)C1=C(C=CC=C1)C)C 2-(di-o-tolylamino)-N-(7-(hydroxyamino)-7-oxoheptyl)pyrimidine